(4-fluorophenyl)(pyridin-2-yl)methanol FC1=CC=C(C=C1)C(O)C1=NC=CC=C1